(4-(1-(3-fluorobenzyl)-1H-benzo[d]imidazol-2-yl)piperidin-1-yl)(3-(3-fluorophenyl)-1-methyl-1H-pyrazolo[4,3-b]pyridin-6-yl)methanone FC=1C=C(CN2C(=NC3=C2C=CC=C3)C3CCN(CC3)C(=O)C=3C=C2C(=NC3)C(=NN2C)C2=CC(=CC=C2)F)C=CC1